1-((4,7,10-tris(carboxymethyl)-1,4,7,10-tetraazacyclododecan-1-yl)methyl)isoquinoline 2-oxide C(=O)(O)CN1CCN(CCN(CCN(CC1)CC(=O)O)CC(=O)O)CC1=[N+](C=CC2=CC=CC=C12)[O-]